C1(=CC=CC=C1)[SiH](O)OC phenyl-methoxysilanol